FC(C1=CC=CC(=N1)C1=NC=C(C=C1)C=O)(F)F 6'-(trifluoromethyl)-[2,2'-bipyridine]-5-carbaldehyde